FC=1C=C(C=C(C1)B1OC(C(O1)(C)C)(C)C)C1=NOC(=C1)[C@]1(C(N(CC1)C)=O)O (R)-3-(3-(3-fluoro-5-(4,4,5,5-tetramethyl-1,3,2-dioxaborolan-2-yl)phenyl)isoxazol-5-yl)-3-hydroxy-1-methylpyrrolidin-2-one